1-((1-((5-((5-cyanopyridin-3-yl)methoxy)-7-((2-methyl-[1,1'-biphenyl]-3-yl)methoxy)-2,3-dihydro-1H-inden-4-yl)methyl)pyrrolidin-2-yl)methyl)-3-methylurea formate C(=O)O.C(#N)C=1C=C(C=NC1)COC=1C(=C2CCCC2=C(C1)OCC=1C(=C(C=CC1)C1=CC=CC=C1)C)CN1C(CCC1)CNC(=O)NC